7-(5-(chlorodifluoromethyl)-1,2,4-oxadiazol-3-yl)-N-(ethyl(methyl)(oxo)-λ6-sulfaneylidene)imidazo[1,2-a]pyridine-2-carboxamide ClC(C1=NC(=NO1)C1=CC=2N(C=C1)C=C(N2)C(=O)N=S(=O)(C)CC)(F)F